cyclopropyl-1-(bis(4-fluorophenyl)methyl)-4-(6-cyano-1-methyl-2-oxo-1,2-dihydro-1,5-naphthyridin-4-yl)piperazine-2-carboxylate C1(CC1)OC(=O)C1N(CCN(C1)C1=CC(N(C2=CC=C(N=C12)C#N)C)=O)C(C1=CC=C(C=C1)F)C1=CC=C(C=C1)F